4-[2-[5-amino-8-(2,6-dimethyl-4-pyridyl)-3-oxo-7-phenyl-[1,2,4]triazolo[4,3-c]pyrimidin-2-yl]ethyl]benzoic acid NC1=NC(=C(C=2N1C(N(N2)CCC2=CC=C(C(=O)O)C=C2)=O)C2=CC(=NC(=C2)C)C)C2=CC=CC=C2